N-((1S,2S)-1-((R)-4-benzyl-4,5-dihydrooxazol-2-yl)-2-methylbutyl)acetamide C(C1=CC=CC=C1)[C@H]1N=C(OC1)[C@H]([C@H](CC)C)NC(C)=O